1-(2-(5-fluoro-2-methoxyphenyl)-2-oxoethyl)-4-oxo-1,4-dihydropyridine-3-carbaldehyde O-isopropyl oxime C(C)(C)ON=CC1=CN(C=CC1=O)CC(=O)C1=C(C=CC(=C1)F)OC